vinyltris(1-methoxy-2-propoxy)silane C(=C)[Si](OC(COC)C)(OC(COC)C)OC(COC)C